bissuccinimidyl suberate sodium salt [Na].C(CCCCCCC(=O)ON1C(CCC1=O)=O)(=O)ON1C(CCC1=O)=O